methyl (2R,3S)-3-(N-benzyl-2,2,2-trifluoroacetamido)-2-(((4-phenylcyclohexyl)oxy)methyl)hexahydro-1H-furo[3,4-b]pyrrole-1-carboxylate C(C1=CC=CC=C1)N(C(C(F)(F)F)=O)[C@H]1C2C(N([C@H]1COC1CCC(CC1)C1=CC=CC=C1)C(=O)OC)COC2